(4E)-11,11-diethoxy-4-undecenyltrimethylphosphonium chloride [Cl-].C(C)OC(CCCCC/C=C/CCC[P+](C)(C)C)OCC